tert-Butyl (3aR,5s,6aS)-5-((6-(2-(trifluoromethyl)pyridin-3-yl)pyridazin-3-yl)amino)hexahydrocyclopenta[c]pyrrole-2(1H)-carboxylate FC(C1=NC=CC=C1C1=CC=C(N=N1)NC1C[C@@H]2[C@@H](CN(C2)C(=O)OC(C)(C)C)C1)(F)F